OCC1CCN(CC1)C1=CC=C(C=N1)C(=O)NC1=NNC(=C1)C1=NC2=C(N1)C=CC(=C2)OC 6-[4-(hydroxymethyl)-1-piperidyl]-N-[5-(5-methoxy-1H-benzimidazol-2-yl)-1H-pyrazol-3-yl]pyridine-3-carboxamide